COC(=O)C=1C2CCC(C1)C2 2-methoxycarbonylnorbornene